4,7-Methanoindan C1CCC=2C3=CC=C(C12)C3